C(C)(C)(C)C=1C(=C(C=C(C1)C)CCC(=O)OCCOCCOCCOC(CCC=1C=C(C=C(C1O)C(C)(C)C)C)=O)O ethylenebis(oxyethylene) bis-(3-(5-t-butyl-4-hydroxy-m-tolyl) propionate)